FC=1C(=CC(=NC1)[C@H](C)N1C(C2=CC(=CC(=C2CC1)CN1C[C@@H](CC1)OC)CN1C(=NC=C1)NC)=O)OC 2-((S)-1-(5-fluoro-4-methoxypyridin-2-yl)ethyl)-5-(((R)-3-methoxypyrrolidin-1-yl)methyl)-7-((2-(methylamino)-1H-imidazol-1-yl)methyl)-3,4-dihydroisoquinolin-1(2H)-one